ethyl(3-methoxypropyl)dimethyl-ammonium bis(trifluoromethanesulfonyl)imide [N-](S(=O)(=O)C(F)(F)F)S(=O)(=O)C(F)(F)F.C(C)[N+](C)(C)CCCOC